BrCCOC1=CC=C(C=C1)C=1C=C(N=NC1)Cl 5-(4-(2-bromoethoxy)phenyl)-3-chloropyridazine